(S)-[2-Chloro-4-fluoro-5-(7-morpholin-4-yl-quinazolin-4-yl)-phenyl]-(6-methoxy-pyridazin-3-yl)-methanol ClC1=C(C=C(C(=C1)F)C1=NC=NC2=CC(=CC=C12)N1CCOCC1)[C@H](O)C=1N=NC(=CC1)OC